N1=CC=C(C2=CC=CC=C12)C(C)=O 1-(Chinolin-4-yl)ethan-1-on